1-[2-cyano-4-(trifluoromethyl)phenyl]-N-[(3R)-1-methylpyrrolidin-3-yl]-4-[6-(4-methylthiophen-3-yl)pyridin-3-yl]piperidine-4-carboxamide C(#N)C1=C(C=CC(=C1)C(F)(F)F)N1CCC(CC1)(C(=O)N[C@H]1CN(CC1)C)C=1C=NC(=CC1)C1=CSC=C1C